2-[2-(4-nitrophenyl)sulfanylethyl]malononitrile [N+](=O)([O-])C1=CC=C(C=C1)SCCC(C#N)C#N